O=C1NC(CCC1C=1C=CC(=NC1)N1CCC(CC1)CC(=O)N1CCC(CC1)C(=O)O)=O.[Ar] argon 1-(2-{1-[5-(2,6-dioxopiperidin-3-yl)pyridin-2-yl]piperidin-4-yl}acetyl)piperidine-4-carboxylic acid